2'-(naphthalen-1-yl)-N-phenyl-[1,1'-biphenyl]-4-amine C1(=CC=CC2=CC=CC=C12)C1=C(C=CC=C1)C1=CC=C(C=C1)NC1=CC=CC=C1